CC=1N=C2N(C=C(C=C2C)C=2C=C3CCN(C(C3=CC2)=O)C2CCNCC2)C1 6-[2,8-dimethylimidazo[1,2-a]pyridin-6-yl]-2-(piperidin-4-yl)-3,4-dihydroisoquinolin-1-one